FC(C=1C=NN(C1C1=CC2(C1)CCN(CC2)C=2C=C1C(=CC=NC1=CC2)C(F)(F)F)C2=C(C=CC=C2)C(F)(F)F)F 6-(2-(4-(Difluoromethyl)-1-(2-(trifluoromethyl)phenyl)-1H-pyrazol-5-yl)-7-azaspiro[3.5]non-1-en-7-yl)-4-(trifluoromethyl)chinolin